[C@H]12NC[C@H]([C@@H]1N1C(=CC=3C(=NC=4C(=C(C(=CC4C31)CCC#N)C3=CC(=CC1=CC=CC=C31)O)F)OCC)CN3C(CN(CC3)CC)=O)C2 3-(1-((1R,4r,5s)-2-azabicyclo[2.1.1]hexan-5-yl)-4-ethoxy-2-((4-ethyl-2-oxopiperazin-1-yl)methyl)-6-fluoro-7-(3-hydroxynaphthalen-1-yl)-1H-pyrrolo[3,2-c]quinolin-8-yl)propionitrile